4-(4-(4-acetylpiperazin-1-yl)phenyl)-1H-pyrrolo[2,3-b]pyridin C(C)(=O)N1CCN(CC1)C1=CC=C(C=C1)C1=C2C(=NC=C1)NC=C2